N[C@H](CC1=CC=CC=C1)C(=O)N[C@@H](CS)C(=O)N[C@@H](CC1=CC=C(C=C1)O)C(=O)N[C@H](CC1=CNC2=CC=CC=C12)C(=O)N[C@@H](CCCCN)C(=O)N[C@@H]([C@H](O)C)C(=O)N[C@@H](CS)C(=O)N[C@@H]([C@H](O)C)C(=O)O D-phenylalanyl-L-cysteinyl-L-tyrosyl-D-tryptophanyl-L-lysyl-L-threonyl-L-cysteinyl-L-threonine